(1R,4S,6'S)-4-(3-Chloroanilino)-6'-[(2R)-3-hydroxy-2-methylpropyl]-2',3',5',6'-tetrahydrospiro[cyclohexane-1,7'-indeno[5,6-b]furan]-4-carboxylic acid methyl ester COC(=O)C1(CCC2([C@H](CC3=CC4=C(OCC4)C=C23)C[C@H](CO)C)CC1)NC1=CC(=CC=C1)Cl